Cl.Cl.N1=CC(=CC=C1)O[C@@H]1C[C@H](C1)N trans-3-(pyridin-3-yloxy)cyclobutylamine dihydrochloride